NCC1=NNC(C2=CC=C(C=C12)C1=CN=CS1)=O 4-(aminomethyl)-6-(thiazol-5-yl)phthalazin-1(2H)-one